hydrazinal N(N)=O